ClC1=C(C=2C=CNC2C(=C1)CNC(=O)C1=CC2=C(C=CO2)C=C1)C(=O)N[C@H](C(=O)O)CC1=CC(=CC=C1)S(=O)(=O)C (S)-2-(5-chloro-7-((benzofuran-6-carboxamido)methyl)-1H-indole-4-carboxamido)-3-(3-(methylsulfonyl)phenyl)propionic acid